CN1C[C@H](CC[C@@H]1C(F)(F)F)N1CCC(CC1)C(=O)N ((3S,6R)-1-methyl-6-(trifluoromethyl)piperidin-3-yl)piperidine-4-carboxamide